C(C1=CC=C(C(=O)O)C=C1)(=O)O.CC1=C(C(=CC=2C3=CC=CC=C3NC12)C(C)(C)C)C(C)(C)C methyl-2,3-di-tert-butylcarbazole terephthalate